3-acetyl-5-formyl-2,4-dimethylpyrrole C(C)(=O)C1=C(NC(=C1C)C=O)C